BrC=1SC=C(N1)NC(=O)N[C@H]1CCOC2=C(C=CC=C12)Cl 1-(2-bromothiazol-4-yl)-3-[(4S)-8-chlorochroman-4-yl]urea